(S)-4-((2,2-dimethyl-4-(5-methyl-4-oxo-3-(4-phenoxypyridinamido)-2,3,4,5-tetrahydrobenzo[b][1,4]oxazepin-7-yl)but-3-yn-1-yl)oxy)-4-oxobutanoic acid CC(COC(CCC(=O)O)=O)(C#CC1=CC2=C(OC[C@@H](C(N2C)=O)NC(=O)C2=NC=CC(=C2)OC2=CC=CC=C2)C=C1)C